(5-(3,5-difluorophenyl)-4,5-dihydro-1H-pyrazol-1-yl)(1-(4-(5-(4-methoxybutoxy)-2-methylphenyl)pyridin-2-yl)piperidin-4-yl)methanone FC=1C=C(C=C(C1)F)C1CC=NN1C(=O)C1CCN(CC1)C1=NC=CC(=C1)C1=C(C=CC(=C1)OCCCCOC)C